CC1=NC=C(C(=C1)O[C@@H]1C[C@@H](N(C1)CC1=C(N=C(S1)NC(C)=O)F)C)C N-(5-(((2s,4r)-4-((2,5-dimethylpyridin-4-yl)oxy)-2-methylpyrrolidin-1-yl)methyl)-4-fluorothiazol-2-yl)acetamide